C(C)(C)(C)C1=C(C=C(C=C1)B(O)O)OC 4-(tert-butyl)-3-methoxyphenylboronic acid